CN1C(=CC2=CC=C(C=C12)C(F)(F)F)C(=O)N[C@H]1CC[C@@H](N(C1)C(=O)OC(C)(C)C)C=1OC(=NN1)OCCOC(F)(F)F tert-butyl (2R,5S)-5-[[1-methyl-6-(trifluoromethyl)indole-2-carbonyl]amino]-2-[5-[2-(trifluoromethoxy)ethoxy]-1,3,4-oxadiazol-2-yl]piperidine-1-carboxylate